8-fluoro-3-{2-[2-methoxy-4-(tetrahydro-2H-pyran-4-yl)phenylamino]-4-pyrimidinylamino}-1,2-dihydro-2-quinolinone FC=1C=CC=C2C=C(C(NC12)=O)NC1=NC(=NC=C1)NC1=C(C=C(C=C1)C1CCOCC1)OC